methylbis(octadecyl)phosphonium tetrakis(pentafluorophenyl)borate FC1=C(C(=C(C(=C1[B-](C1=C(C(=C(C(=C1F)F)F)F)F)(C1=C(C(=C(C(=C1F)F)F)F)F)C1=C(C(=C(C(=C1F)F)F)F)F)F)F)F)F.C[PH+](CCCCCCCCCCCCCCCCCC)CCCCCCCCCCCCCCCCCC